N4-(1-ethylpropyl)-N2-(1-hydroxy-3,3-dimethyl-2,1-benzoxaborol-5-yl)-5-methyl-pyrimidine-2,4-diamine C(C)C(CC)NC1=NC(=NC=C1C)NC=1C=CC2=C(C(OB2O)(C)C)C1